N-[4-(4-methylpiperazin-1-yl)phenyl]-7-(1,3-thiazol-4-ylmethoxy)-5-[2-(triisopropylsilyl)ethynyl]pyrido[2,3-d]pyrimidin-2-amine CN1CCN(CC1)C1=CC=C(C=C1)NC=1N=CC2=C(N1)N=C(C=C2C#C[Si](C(C)C)(C(C)C)C(C)C)OCC=2N=CSC2